1-methylpiperazin-2-one, hydrochloride Cl.CN1C(CNCC1)=O